11-hydroxy-1-undecanoic acid, ethyl ester OCCCCCCCCCCC(=O)OCC